FC1=C(C=CC=C1)CC1NCC1 2-[(2-fluorophenyl)methyl]azetidine